4-((4-hydroxycyclohexyl)methoxy)-3-nitrobenzenesulfonamide OC1CCC(CC1)COC1=C(C=C(C=C1)S(=O)(=O)N)[N+](=O)[O-]